butyl 4-bromoindoline-1-carboxylate BrC1=C2CCN(C2=CC=C1)C(=O)OCCCC